methyl (5-nitro-2-(trifluoromethoxy)phenyl) carbonate C(OC)(OC1=C(C=CC(=C1)[N+](=O)[O-])OC(F)(F)F)=O